C(C)SC(C)C=1C2=CC=CC=C2C=C2C=CC=CC12 9-(1-ethylthioethyl)anthracene